(trans)-ethyl 4-(2-chloro-3,4-difluorophenyl)-6-(4-(4-(3-methoxy-3-oxopropyl)oxazol-2-yl)cyclohexyl)-2-(thiazol-2-yl)-1,4-dihydropyrimidine-5-carboxylate ClC1=C(C=CC(=C1F)F)C1N=C(NC(=C1C(=O)OCC)[C@@H]1CC[C@H](CC1)C=1OC=C(N1)CCC(=O)OC)C=1SC=CN1